C(C)(C)(C)C1=CC=C(C=C1)[C@H]1CC2(CC1)CCN(CC2)C(=O)C2CC(C2)(C)O |r| (rac)-(2-(4-(tert-Butyl)phenyl)-8-azaspiro[4.5]decan-8-yl)((1s,3s)-3-hydroxy-3-methylcyclobutyl)methanon